CC=1N(C(=CC1)SC1=CC=CC=C1)C1=NC=CC=C1 2-(2-methyl-5-(phenylthio)-1H-pyrrol-1-yl)pyridine